N-[(3R)-1-{5-[5-(difluoromethyl)-3-(2,6-difluorophenyl)pyridin-2-yl]-5-(fluoromethyl)-4,5-dihydro-1,2-oxazol-3-yl}-4,4-difluoropyrrolidin-3-yl]methanesulfonamide FC(C=1C=C(C(=NC1)C1(CC(=NO1)N1C[C@H](C(C1)(F)F)NS(=O)(=O)C)CF)C1=C(C=CC=C1F)F)F